4-chloro-N,1-dimethyl-pyrrolo[2,3-b]pyridine-2-carboxamide ClC1=C2C(=NC=C1)N(C(=C2)C(=O)NC)C